O1N=CC(=C1)CO isoxazol-4-ylmethanol